C(C)(C)(C)OC(=O)N1CC2(C(C2C1)C(NC(C)(C)C1=NC=C2N1C=CC=C2C)=O)C 1-methyl-6-((2-(8-methylimidazo[1,5-a]pyridin-3-yl)propan-2-yl)carbamoyl)-3-azabicyclo[3.1.0]hexane-3-carboxylic acid tert-butyl ester